Cl.Cl.N[C@H](CC1=C(C2=C(N=C(N=C2NCC2=CC=NC=C2)Cl)N1C)F)C 6-[(2S)-2-aminopropyl]-2-chloro-5-fluoro-7-methyl-N-[(pyridin-4-yl)methyl]-7H-pyrrolo[2,3-d]pyrimidin-4-amine dihydrochloride